4-(3-(4-(Trifluoromethoxy)phenyl)-1,2,4-oxadiazol-5-yl)piperazin-1-carboxamid FC(OC1=CC=C(C=C1)C1=NOC(=N1)N1CCN(CC1)C(=O)N)(F)F